C(C)C=1C(NC=2C=C(C=NC2C1)CC1=NC(=CC=C1C=1CC(NC(C1)([2H])[2H])([2H])[2H])C(=O)NC)=O ((7-ethyl-6-oxo-5,6-dihydro-1,5-naphthyridin-3-yl)methyl)-N-methyl-1',2',3',6'-tetrahydro-[3,4'-bipyridine]-2',2',6',6'-d4-6-carboxamide